BrC=1C(=C(C=CC1)NC(C1=C(C=C(C=C1)CO)F)=O)C N-(3-bromo-2-methylphenyl)-2-fluoro-4-(hydroxymethyl)benzamide